(S)-1'-(4-(1-((tert-butyldimethylsilyl)oxy)ethyl)benzyl)-6-nitro-1',2',3',6'-tetrahydro-3,4'-bipyridine [Si](C)(C)(C(C)(C)C)O[C@@H](C)C1=CC=C(CN2CCC(=CC2)C=2C=NC(=CC2)[N+](=O)[O-])C=C1